FC1=CC=C(OC[C@@H]2[C@H](CCC2)NC(C2=C(C=CC=C2C2=NC=NC=C2)OC)=O)C=C1 N-[(1S,2S)-2-[(4-fluorophenoxy)methyl]cyclopentyl]-2-methoxy-6-pyrimidin-4-yl-benzamide